N1N=NC=2C(NCCC21)=O 1,5,6,7-tetrahydro-4H-[1,2,3]triazolo[4,5-c]pyridin-4-one